9-hydroxy-1H,3H-benzo[de]isochromen-1-one OC=1C=CC=2C3=C(COC(C13)=O)C=CC2